3-(2-chloropyrimidin-5-yl)-2-((diphenylmethylene)amino)propionitrile ClC1=NC=C(C=N1)CC(C#N)N=C(C1=CC=CC=C1)C1=CC=CC=C1